2-(3-(6-fluoro-4-methylpyridin-3-yl)-7,8-dihydro-1,6-naphthyridin-6(5H)-yl)-3-methyl-6,7-dihydro-5H-pyrrolo[3,4-b]pyridin-5-one FC1=CC(=C(C=N1)C=1C=NC=2CCN(CC2C1)C1=C(C=C2C(=N1)CNC2=O)C)C